BrC1=CC=CC=2OC(OC21)(C)C2=C(C=C(C=C2)Cl)F bromo-2-(4-chloro-2-fluorophenyl)-2-methylbenzo[d][1,3]dioxol